FC=1C(=NC=C(C(=O)NCC2=C3C=NNC3=CC=C2)C1)OC 5-fluoro-N-(1H-indazol-4-ylmethyl)-6-methoxynicotinamide